C(C)C1=C(N=CN1)C(=O)OC methyl 5-ethyl-1H-imidazole-4-carboxylate